methyl 2-fluoro-3-(3-(6-methylpyridin-3-yl)ureido)benzoate FC1=C(C(=O)OC)C=CC=C1NC(=O)NC=1C=NC(=CC1)C